BrCCOC1=CC=C(C=C1)C[C@@H](C(=O)OC)NC(=O)OC(C)(C)C methyl (S)-3-(4-(2-bromoethoxy)phenyl)-2-((tert-butoxycarbonyl)amino)propanoate